O1N=C(C2=C1C=CC=C2)N2CCC1(CN3N([C@@H](CC3)C3=CC(=CC(=C3)F)F)C1=O)CC2 (S)-1-(benzo[d]isoxazol-3-yl)-7'-(3,5-difluorophenyl)dihydro-1'H,3'H,5'H-spiro[piperidine-4,2'-pyrazolo[1,2-a]pyrazol]-1'-one